6-(6-(((1R,3S,5S)-9-azabicyclo[3.3.1]nonan-3-yl)(methyl)amino)pyridazin-3-yl)-5-hydroxy-N-methylbenzofuran-2-carboxamide [C@H]12CC(C[C@H](CCC1)N2)N(C2=CC=C(N=N2)C2=CC1=C(C=C(O1)C(=O)NC)C=C2O)C